OC1(CCN(CC1)C(=O)[C@H]1[C@@H](CN(CC1)CC=1N=COC1)C1=CC=CC=C1)CN1C=NC2=C(C1=O)C=CN2C2=CC=C(C=C2)OC 3-[(4-hydroxy-1-{[(3R,4R)-1-(1,3-oxazol-4-ylmethyl)-3-phenylpiperidin-4-yl]carbonyl}piperidin-4-yl)methyl]-7-(4-methoxyphenyl)-3,7-dihydro-4H-pyrrolo[2,3-d]pyrimidin-4-one